5-(4,6-dichloro-5-hydroxypicolinamido)-2-morpholino-N-(2-(trifluoromethyl)benzyl)thiazole-4-carboxamide ClC1=CC(=NC(=C1O)Cl)C(=O)NC1=C(N=C(S1)N1CCOCC1)C(=O)NCC1=C(C=CC=C1)C(F)(F)F